ethyl-1,8-diazabicyclo[5.4.0]undec-7-ene C(C)C1N2CCCN=C2CCCC1